C(C)(=O)O[C@@H]1COCC[C@H]1NC1=NN2C(C=N1)=C(C(=C2C(C(F)(F)F)C)C2C(C2)(F)F)F (3S,4R)-4-{[6-(2,2-difluorocyclopropyl)-5-fluoro-7-(1,1,1-trifluoropropan-2-yl)pyrrolo[2,1-f][1,2,4]triazin-2-yl]amino}oxan-3-yl acetate